1-(tert-butoxycarbonyl)-3-(trifluoromethyl)piperidine-2-carboxylic acid C(C)(C)(C)OC(=O)N1C(C(CCC1)C(F)(F)F)C(=O)O